8-(4-chlorophenyl)-1-(4-methoxyphenyl)-2-methyl-1H-imidazo[4,5-c]quinoline ClC1=CC=C(C=C1)C1=CC=2C3=C(C=NC2C=C1)N=C(N3C3=CC=C(C=C3)OC)C